N1(C=NC=C1)C=1N=C(C2=C(N1)C=NN2)C(=O)NC2CCC(CC2)N(CC(F)(F)F)C 5-(1H-imidazol-1-yl)-N-((1r,4r)-4-(methyl(2,2,2-trifluoroethyl)amino)cyclohexyl)-1H-pyrazolo[4,3-d]pyrimidine-7-carboxamide